BrC=1SC2=C(N1)C=CC(=C2)OCCCF 2-bromo-6-(fluoropropoxy)benzo[d]thiazole